(R)-tert-butylpiperidin-3-yl-carbamic acid tert-butyl ester C(C)(C)(C)OC(N([C@H]1CNCCC1)C(C)(C)C)=O